2-chloro-5-fluoronicotinaldehyde ClC1=C(C=O)C=C(C=N1)F